(3R)-3-amino-5-[(4-chlorophenyl)methyl]-7-(5-ethyl-1H-1,2,4-triazol-3-yl)-8-fluoro-1,1-dioxo-2,3-dihydro-1λ6,5-benzothiazepine-4-one N[C@H]1CS(C2=C(N(C1=O)CC1=CC=C(C=C1)Cl)C=C(C(=C2)F)C2=NNC(=N2)CC)(=O)=O